C1(=CC(=CC=C1)[C@@H]1[C@@H](CNCC1)C)C1=CC=CC=C1 |o1:6,7| (3S*,4S*)-4-([1,1'-Biphenyl]-3-yl)-3-methylpiperidine